7-methyl-2-(7-methyl-[1,2,4]triazolo[1,5-a]pyridine-6-carbonyl)-9-(tetrahydro-2H-pyran-4-yl)-7,9-dihydro-8H-purin-8-one CN1C(N(C2=NC(=NC=C12)C(=O)C=1C(=CC=2N(C1)N=CN2)C)C2CCOCC2)=O